(5-(5-(2-hydroxy-2-methylpropyloxy)benzo[d]oxazol-2-yl)-8-(methylamino)-2,7-naphthyridin-3-yl)cyclopropanecarboxamide OC(COC=1C=CC2=C(N=C(O2)C2=C3C=C(N=CC3=C(N=C2)NC)C2(CC2)C(=O)N)C1)(C)C